ethyl isocyanate C(C)N=C=O